CC1(COB(O1)C=1C=C(C(=NC1)OC)C(C)C)C 5-(5,5-dimethyl-1,3,2-dioxaborolan-2-yl)-3-isopropyl-2-methoxypyridine